NC1=C(C=CC(=C1F)NCC1=CC=C(C=C1)C(F)(F)F)NC(CCCC[C@@H](C(CC)F)F)=O (6S)-N-(2-amino-3-fluoro-4-((4-(trifluoromethyl)benzyl)amino)phenyl)-6,7-difluorononanamide